Br[P+](N(C)C)(N(C)C)N(C)C bromotris(dimethylamino)phosphanium